C(C)C=1OC(=CC1)C 2-ethyl-5-methylfuran